[N+](=O)([O-])[O-].[NH4+].CC1=NN(C(=C1)C)C(=N)N 3,5-dimethyl-1-pyrazolecarboxamidine ammonium nitrate